(1r,4r)-4-(3-chloroanilino)-2'-(2-chloro-6-methoxyphenyl)-2',3'-dihydrospiro[cyclohexane-1,1'-indene]-4-carboxylic acid ClC=1C=C(NC2(CCC3(C(CC4=CC=CC=C34)C3=C(C=CC=C3OC)Cl)CC2)C(=O)O)C=CC1